COC(C(C)OC1=C(C=NC=C1[N+](=O)[O-])Br)=O 2-((3-bromo-5-nitropyridin-4-yl)oxy)propanoic acid methyl ester